(1-{1-[3-fluoro-2-(trifluoromethyl)isonicotinoyl]piperidin-4-yl}-3-[4-(7H-pyrrolo[2,3-d]pyrimidin-4-yl)-1H-pyrazol-1-yl]azetidin-3-yl)acetonitrile FC1=C(C(=O)N2CCC(CC2)N2CC(C2)(N2N=CC(=C2)C=2C3=C(N=CN2)NC=C3)CC#N)C=CN=C1C(F)(F)F